2,5-bis(o-chlorophenyl)-4-(4,5-dimethoxyphenyl)-imidazole ClC1=C(C=CC=C1)C=1NC(=C(N1)C1=CC=C(C(=C1)OC)OC)C1=C(C=CC=C1)Cl